3-chloro-5-((pyridin-3-ylimino)methyl)phenol ClC=1C=C(C=C(C1)C=NC=1C=NC=CC1)O